5-(3-(Methoxymethoxy)naphthalen-1-yl)-2,3-dihydroimidazo[1',2':1,2]pyrido[4,3-d]pyrimidine COCOC=1C=C(C2=CC=CC=C2C1)C1=CC=2N=CN=CC2C=2N1CCN2